(S)-8-cyclopentyl-7-ethyl-2-[4-[2-oxo-2-(piperazin-1-yl)ethylsulfonyl]-2-methoxyphenylamino]-5-methyl-7,8-dihydropterin C1(CCCC1)N1C(CN(C=2C(N[C@@](NC12)(N)NC1=C(C=C(C=C1)S(=O)(=O)CC(N1CCNCC1)=O)OC)=O)C)CC